1-methyl-propyl-3-methylimidazole acetate C(C)(=O)O.CC(CC)C1=NC=CN1C